COC1=C(C=CC(=C1)N1CCOCC1)C1(N=C(C=2C(=N1)NNC2C=2C=NN(C2)C)NCC2OCCC2)N 6-(2-methoxy-4-morpholinophenyl)-3-(1-methyl-1H-pyrazol-4-yl)-N4-((tetrahydrofuran-2-yl)methyl)-1H-pyrazolo[3,4-d]pyrimidine-4,6-diamine